1-[3-(hydroxyethyl)-6-[6-[(2-oxopyrrolidin-1-yl)methyl]benzimidazol-1-yl]-2-pyridyl]-5-methyl-pyrazole-3-carbonitrile OCCC=1C(=NC(=CC1)N1C=NC2=C1C=C(C=C2)CN2C(CCC2)=O)N2N=C(C=C2C)C#N